O1N=COCCC1 6,7-dihydro-5H-1,4,2-dioxazepine